NC1=CC(=NC=N1)C=1C=CC2=C(N=C(S2)S(=O)(=O)NC([C@H]([C@@H](C)OC(C)(C)C)NC(OC(C)(C)C)=O)=O)C1 t-Butyl ((2S,3R)-1-(5-(6-aminopyrimidin-4-yl)benzo[d]thiazole-2-sulfonamido)-3-(t-butoxy)-1-oxobutan-2-yl)carbamate